4-[(7-methylquinolin-4-yl)amino]Benzamide CC1=CC=C2C(=CC=NC2=C1)NC1=CC=C(C(=O)N)C=C1